C(C)(C)(C)OC(=O)N1C2(CC2)CN(CC1)C=1C=CC=2N(C(C=C(N2)O)=O)C1 7-(2-hydroxy-4-oxo-pyrido[1,2-a]pyrimidin-7-yl)-4,7-diazaspiro[2.5]octane-4-carboxylic acid tert-butyl ester